Cl.NN1CC(NC2=CC=CC=C12)=O 4-amino-3,4-dihydroquinoxalin-2(1H)-one hydrochloride